5-chloro-2-fluoro-4-(((1S,2S,4S)-2-(methyl(1-methylazetidin-3-yl)amino)-4-(3-(trifluoromethyl)phenyl)cyclohexyl)oxy)-N-(pyrimidin-4-yl)benzenesulfonamide Formate C(=O)O.ClC=1C(=CC(=C(C1)S(=O)(=O)NC1=NC=NC=C1)F)O[C@@H]1[C@H](C[C@H](CC1)C1=CC(=CC=C1)C(F)(F)F)N(C1CN(C1)C)C